ClC=1C=2C(N=C3N(C2C=CC1)C1=CC(=CC=C1C31CCCCC1)C1=CCC(CC1)CO)=O 4'-chloro-10'-(4-(hydroxymethyl)cyclohex-1-en-1-yl)-5'H-spiro[cyclohexane-1,7'-indolo[1,2-a]quinazolin]-5'-one